tert-butyl (3R)-3-[tert-butoxycarbonyl-(8-isopropenyl-2-methylsulfanyl-pyrazolo[1,5-a][1,3,5]triazin-4-yl)amino]-1,2,3,4-tetrahydrocarbazole-9-carboxylate C(C)(C)(C)OC(=O)N([C@@H]1CCC=2N(C3=CC=CC=C3C2C1)C(=O)OC(C)(C)C)C1=NC(=NC=2N1N=CC2C(=C)C)SC